1,3-di-n-propyl-tetramethyldisilazane C(CC)[Si](N[Si](CCC)(C)C)(C)C